CN1CCN(CC1)C(CC=1SC(=CC1)C1=CC=CC=C1)=O 1-(4-Methylpiperazin-1-yl)-2-(5-phenylthiophen-2-yl)ethan-1-on